C(CC)S 1-Propanethiol